2-((2s,3s)-3-aminotetrahydro-2H-pyran-2-yl)-5-chloro-N-(2-fluorobenzyl)thieno[3,2-b]pyridin-7-amine trifluoroacetate FC(C(=O)O)(F)F.N[C@@H]1[C@H](OCCC1)C1=CC2=NC(=CC(=C2S1)NCC1=C(C=CC=C1)F)Cl